C(C)(=O)C1=C(C=C(OCCCNC(OC(C)(C)C)=O)C=C1)B1OC(C(O1)(C)C)(C)C tert-butyl (3-(4-acetyl-3-(4,4,5,5-tetramethyl-1,3,2-dioxaborolan-2-yl)phenoxyl) propyl)carbamate